CNC1CC(CCC1)NC N1,N3-dimethylcyclohexane-1,3-diamine